C(CCCCCCCCCCCCCCCCCCCCCC)O trieicosanol